2-[(2R)-2-methylmorpholin-4-yl]-4-oxo-9-vinyl-pyrido[1,2-a]pyrimidine-7-carboxylic acid C[C@@H]1CN(CCO1)C=1N=C2N(C(C1)=O)C=C(C=C2C=C)C(=O)O